BrC=1C=C(C(=C(N)C1)OC)C1=NN(C=N1)C 5-bromo-2-methoxy-3-(1-methyl-1H-1,2,4-triazol-3-yl)aniline